CN1C(OCC1COCC1=C(C(=O)NC2=NN=NN2C)C=CC(=N1)C(F)(F)F)=O 2-(((3-methyl-2-oxooxazolidin-4-yl)methoxy)methyl)-N-(1-methyl-1H-tetrazol-5-yl)-6-(trifluoromethyl)nicotinamide